(R)-tert-butyl 2-((3S,5S)-1-isopropyl-5-(methoxycarbonyl)pyrrolidin-3-yl)-3-oxohexahydroimidazo[1,5-a]pyrazine-7(1H)-carboxylate C(C)(C)N1C[C@H](C[C@H]1C(=O)OC)N1C(N2[C@@H](CN(CC2)C(=O)OC(C)(C)C)C1)=O